methyl 9-(2-chlorophenyl)-3-methyl-16-thia-2,4,5,8-tetraazatetracyclo[8.6.0.02,6.011,15]hexadeca-1(10),3,5,8,11(15)-pentaene-13-carboxylate ClC1=C(C=CC=C1)C1=NCC2=NN=C(N2C=2SC=3CC(CC3C12)C(=O)OC)C